FC=1C=C(C=C2C=CN(C(C12)=O)C1CCN(C2(CC2)C1)C(=O)OC(C)(C)C)C1=CC2=C(N=C(O2)C)C(=C1)F tert-butyl 7-[8-fluoro-6-(4-fluoro-2-methyl-1,3-benzoxazol-6-yl)-1-oxoisoquinolin-2-yl]-4-azaspiro[2.5]octane-4-carboxylate